2,4,6-trithiaheptane CSCSCSC